Nitrilotrimethylenetris(diphosphonic acid) N(CP(=O)(O)OP(=O)O)(CP(=O)(O)OP(=O)O)CP(=O)(O)OP(=O)O